tert-butyl 5-amino-5-oxo-4-[1-oxo-5-(4,4,5,5-tetramethyl-1,3,2-dioxaborolan-2-yl)isoindolin-2-yl]pentanoate NC(C(CCC(=O)OC(C)(C)C)N1C(C2=CC=C(C=C2C1)B1OC(C(O1)(C)C)(C)C)=O)=O